1,4-bis(amino-methyl)cyclohexane NCC1CCC(CC1)CN